Ethyl 4-(1-benzothiophen-2-yl)-2,4-dioxobutanoate S1C(=CC2=C1C=CC=C2)C(CC(C(=O)OCC)=O)=O